tert-butyl (4-methyl-3-(S-methylsulfonimidoyl)phenyl)carbamate CC1=C(C=C(C=C1)NC(OC(C)(C)C)=O)S(=O)(=N)C